COC1=C(C=CC=C1OC)C1=CC(=C(OCCCC(=O)O)C(=C1)F)F 4-[4-(2,3-dimethoxyphenyl)-2,6-difluoro-phenoxy]butanoic acid